5-FORMYL-4-HYDROXYPICOLINIC ACID C(=O)C=1C(=CC(=NC1)C(=O)O)O